7-hydroxy-1,3-naphthalenedisulfonic acid OC1=CC=C2C=C(C=C(C2=C1)S(=O)(=O)O)S(=O)(=O)O